OC(C(OC1=CC2=C(C(=CC(O2)=O)C)C=C1)CO)C1=CC(=C(C=C1)O)OC 7-[2-hydroxy-2-(4-hydroxy-3-methoxyphenyl)-1-(hydroxymethyl)ethoxy]-4-methyl-2H-1-benzopyran-2-one